COC(=O)C=1[C@@H](N=C(NC1CN1CCNCC1)C=1SC=CN1)C1=C(C=C(C=C1)F)Cl (4R)-4-(2-chloro-4-fluoro-phenyl)-6-(piperazin-1-ylmethyl)-2-thiazol-2-yl-1,4-dihydropyrimidine-5-carboxylic acid methyl ester